[Zn+2].[Ag+].P(=O)([O-])([O-])[O-].[Zr+4].C(C#CC)(=O)NC1=CC=C(C=C1)CCC(=O)N 3-{[4-(2-butynamido)]phenyl}propanamide zirconium phosphate silver-zinc